FC1=C(C(=C(C(=C1[B-](C1=C(C(=C(C(=C1F)F)F)F)F)(C1=C(C(=C(C(=C1F)F)F)F)F)C1=C(C(=C(C(=C1F)F)F)F)F)F)F)F)F.C[NH+](C1=CC=C(C=C1)CCCCCCCCCCCCCCCCCCC)CCCCCCCCCCCCCCCCCC N-methyl-4-nonadecyl-N-octadecylbenzenaminium tetrakis(pentafluorophenyl)borate